2-(4-(bromomethyl)-2-methoxyphenyl)-1-methyl-4-(trifluoromethyl)-1H-imidazole BrCC1=CC(=C(C=C1)C=1N(C=C(N1)C(F)(F)F)C)OC